tert-butyl ((6-bromobenzo[d]thiazol-2-yl)methyl)carbamate BrC1=CC2=C(N=C(S2)CNC(OC(C)(C)C)=O)C=C1